BrC1=C2C=C(C(NC2=CC=C1)=O)[N+](=O)[O-] 5-bromo-3-nitroquinolin-2(1H)-one